6-fluoro-7-methoxy-1H-indole-1-carboxylic acid 4-((diethoxyphosphoryl) oxy)-3-nitrobenzyl ester C(C)OP(=O)(OCC)OC1=C(C=C(COC(=O)N2C=CC3=CC=C(C(=C23)OC)F)C=C1)[N+](=O)[O-]